The molecule is an acetate ester consisting of 1,4-naphthoquinone bearing acetoxy and dodecyl substituents at positions 2 and 3 respectively. It has a role as a mitochondrial cytochrome-bc1 complex inhibitor and an acaricide. It is an acetate ester and a member of 1,4-naphthoquinones. CCCCCCCCCCCCC1=C(C(=O)C2=CC=CC=C2C1=O)OC(=O)C